C(C)N1C(N(C2=NC(=NC=C12)S(=O)(=O)C)C1CC(C1)C#N)=O 3-(7-ethyl-2-(methylsulfonyl)-8-oxo-7,8-dihydro-9H-purin-9-yl)cyclobutane-1-carbonitrile